ClC1=C(OC2=CC=CC3=C2NC(=NS3(=O)=O)NCC3=CC=C(C=C3)C)C=CC=C1 5-(2-chlorophenoxy)-3-((4-methylbenzyl)amino)-4H-benzo[e][1,2,4]thiadiazine 1,1-dioxide